methyl 4-[(3S,5S)-4-[2-[[(E)-3-[2-fluoro-4-(trifluoromethyl)phenyl]prop-2-enoyl]amino]acetyl]-3-methyl-5-phenylpiperazin-1-yl]butanoate FC1=C(C=CC(=C1)C(F)(F)F)/C=C/C(=O)NCC(=O)N1[C@H](CN(C[C@@H]1C1=CC=CC=C1)CCCC(=O)OC)C